cyclopentyltri(n-butoxy)silane C1(CCCC1)[Si](OCCCC)(OCCCC)OCCCC